7-fluoro-5-(1'-isopropyl-[1,4'-bipiperidin]-4-yl)-1-methyl-2-(4-(methylsulfonyl)phenyl)-1H-benzo[d]imidazole FC1=CC(=CC2=C1N(C(=N2)C2=CC=C(C=C2)S(=O)(=O)C)C)C2CCN(CC2)C2CCN(CC2)C(C)C